NCC[C@@H]1CCC(N1)=O (5S)-5-(2-aminoethyl)pyrrolidin-2-one